IC=1C=CCC2C1NCC=N2 8-iodo-1,2,4a,5-tetrahydrobenzo[b]pyrazine